bis(methacryloyloxy ethyl) hydrogen phosphate P(=O)(OCCOC(C(=C)C)=O)(OCCOC(C(=C)C)=O)O